3,8-dihydroxy-2-methyl-6H-benzo[C]chromen-6-one OC1=C(C=C2C3=C(C(OC2=C1)=O)C=C(C=C3)O)C